C(C)(C)C1(C(NC2=CC(=CC=C12)C1CCN(CC1)C(=O)OC(C)(C)C)=O)C tert-butyl 4-(3-isopropyl-3-methyl-2-oxoindolin-6-yl)piperidine-1-carboxylate